NC=1SC2=C(N1)C(=CC=C2F)C2=C(C=C1C(=NC(=NC1=C2F)OC[C@]21CCCN1C[C@@H](C2)F)N2CCC1(CCNC1=O)CC2)C(F)(F)F 8-(7-(2-amino-7-fluorobenzo[d]thiazol-4-yl)-8-fluoro-2-(((2R,7aS)-2-fluorotetrahydro-1H-pyrrolizin-7a(5H)-yl)methoxy)-6-(trifluoromethyl)quinazolin-4-yl)-2,8-diazaspiro[4.5]decan-1-one